(1,4-dimethyl-1H-benzo[d][1,2,3]triazol-5-yl)(4-methoxy-3-(((4-methoxybenzyl)oxy)methyl)phenyl)methanol CN1N=NC2=C1C=CC(=C2C)C(O)C2=CC(=C(C=C2)OC)COCC2=CC=C(C=C2)OC